OC=1C=C(C(=O)OC[C@H]2O[C@H]([C@@H]([C@H]([C@@H]2OC(C2=CC(=C(C(=C2)O)O)O)=O)OC(C2=CC(=C(C(=C2)O)O)O)=O)OC(C2=CC(=C(C(=C2)O)O)O)=O)OC(C2=CC(=C(C(=C2)O)O)O)=O)C=C(C1O)O [(2R,3R,4S,5R,6S)-3,4,5,6-tetrakis[(3,4,5-trihydroxybenzoyl)oxy] oxan-2-yl]methyl 3,4,5-trihydroxybenzoate